7-(4-(3-(benzo[d]thiazol-2-yl)phenoxy)butoxy)-2H-benzopyran-2-one S1C(=NC2=C1C=CC=C2)C=2C=C(OCCCCOC1=CC3=C(C=CC(O3)=O)C=C1)C=CC2